C(C)O[C@@H]1CN(CC[C@H]1OC1=CC(=CC=C1)C(F)(F)F)C=1C=2C(N(C(C1)=O)C)=CN(N2)CC#N 2-(7-((3R,4R)-3-ethoxy-4-(3-(trifluoromethyl)phenoxy)piperidin-1-yl)-4-methyl-5-oxo-4,5-dihydro-2H-pyrazolo[4,3-b]pyridin-2-yl)acetonitrile